Pyrazolium dihydroxide [OH-].[OH-].[NH+]=1NC=CC1.[NH+]=1NC=CC1